BrC1=C(C=CC=C1OCOC)OCOC 2-bromo-1,3-bis(methoxymethoxy)benzene